dimethanol dihydrate O.O.CO.CO